3,3-dimethyl-1-(trifluoromethyl)-1lambda3,2-benziodoxolane CC1(OI(C2=C1C=CC=C2)C(F)(F)F)C